ClC=1C2=C(N=CN1)N(C=C2I)C2COCC2 4-chloro-5-iodo-7-(tetrahydrofuran-3-yl)-7H-pyrrolo[2,3-d]Pyrimidine